C(C)(C)OC(O)=O Carbonic acid isopropyl ester